BrC=1C(=NC(=NC1)NC=1C(=NN(C1)[C@H]1CNCC1)C)NCCCN1C(CCCC1)=O |r| rac-(R)-1-(3-((5-bromo-2-((3-methyl-1-(pyrrolidin-3-yl)-1H-pyrazol-4-yl)amino)pyrimidin-4-yl)amino)propyl)piperidin-2-one